CCCCCCCCCC/C=C(\\[C@@H](C(=O)C)O)/C(=O)OC The molecule is an enoate ester obtained by the formal condensation (2E)-2-[(1S)-1-hydroxy-2-oxopropyl]tridec-2-enoic acid with methanol. Isolated from Lindera aggregata, it exhibits apoptotic activity against human hepatoma hep G2 cells. It has a role as a metabolite and an antineoplastic agent. It is an enoate ester, a ketone, a secondary alcohol and a secondary alpha-hydroxy ketone.